N1=C(C(=CC=C1)CCO)C1=NC=CC=C1 Bipyridineethanol